C(C1=CC=CC=C1)OC(CN(CCOCCOCCOCCNC(=O)OC(C)(C)C)CC(=O)OCC)=O Ethyl 12-[2-(benzyloxy)-2-oxoethyl]-1-{[(tert-butoxy)carbonyl]amino}-3,6,9-trioxa-12-azatetradecan-14-oate